NC1=NC=CC=C1C1=NC2=C(N1C=1C=CC(=NC1)NC(=O)C1=CC=C(C(=O)OC)C=C1)C=C(C=C2)C(C)C methyl 4-((5-(2-(2-aminopyridin-3-yl)-6-isopropyl-1H-benzo[d]imidazol-1-yl)pyridin-2-yl)carbamoyl)benzoate